1-(3-(3,6-difluoro-9H-carbazol-9-yl)-2-hydroxypropyl)-3-phenyl-imidazolidin-2-one FC=1C=CC=2N(C3=CC=C(C=C3C2C1)F)CC(CN1C(N(CC1)C1=CC=CC=C1)=O)O